FS(C1=CC=C(C(=O)N(OC)C)C=C1)(F)(F)(F)F 4-(pentafluorosulfanyl)-N-methyl-N-methoxybenzamide